C(C)(C)C=1C=C(C=CC1)NC1=NC=2C=C(C=CC2C=2N1C=C(N2)C)C(=O)O 5-((3-Isopropylphenyl)amino)-2-methylimidazo[1,2-c]quinazoline-8-carboxylic acid